tert-butyl N-{1-[2-ethyl-7-({8-fluoro-2-methylimidazo[1,2-a]pyridin-6-yl} carbamoyl)indazol-4-yl]-3-methylpyrrolidin-3-yl}carbamate C(C)N1N=C2C(=CC=C(C2=C1)N1CC(CC1)(C)NC(OC(C)(C)C)=O)C(NC=1C=C(C=2N(C1)C=C(N2)C)F)=O